FC(OC=1C=C(C=CC1)C1=NN(C=2C1=NC=C(C2)C(=O)NC2(CS(C2)(=O)=O)C)C2C[C@H](OCC2)C(F)(F)F)F 3-(3-(difluoromethoxy)phenyl)-N-(3-methyl-1,1-dioxidothietan-3-yl)-1-((2S)-2-(trifluoromethyl)tetrahydro-2H-pyran-4-yl)-1H-pyrazolo[4,3-b]pyridine-6-carboxamide